BrC=1C(=NC=NC1OC)C(C)C 5-bromo-4-isopropyl-6-methoxypyrimidine